NC1=NC=2C=C(C(=CC2C2=C1N(N=C2)C)C(=O)N([C@@H]2COCC1=C2C=CC(=C1)C(F)(F)F)C)F 4-amino-7-fluoro-N,3-dimethyl-N-((4S)-7-(trifluoromethyl)-3,4-dihydro-1H-2-benzopyran-4-yl)-3H-pyrazolo[3,4-c]quinoline-8-carboxamide